1,3-oxazol-2-ylmethanol O1C(=NC=C1)CO